1-hydroxy-1,3-dihydrobenzo[c][1,2]oxaborole-5-formaldehyde OB1OCC2=C1C=CC(=C2)C=O